FC1=C(C=CC(=C1)C)C=1CSC2=CC(=CC=C2C1C1=CC=C(C=C1)O[C@@H]1CN(CC1)CCCF)OP(=O)(O)O [3-(2-Fluoro-4-methylphenyl)-4-[4-[(3S)-1-(3-fluoropropyl)pyrrolidin-3-yl]oxyphenyl]-2H-thiochromen-7-yl]-dihydrogenphosphat